Dimethanol Monohydrate O.CO.CO